(S)-4-amino-N-(6-(trifluoromethyl)-2,3-dihydrobenzofuran-3-yl)-N-(1-((2-(trimethylsilyl)ethoxy)methyl)-1H-pyrazol-4-yl)imidazo[1,5-a]quinoxaline-8-carboxamide NC=1C=2N(C3=CC(=CC=C3N1)C(=O)N(C=1C=NN(C1)COCC[Si](C)(C)C)[C@@H]1COC3=C1C=CC(=C3)C(F)(F)F)C=NC2